N,N-bis(2-ethyl-7-phenyl-1H-indenyl)p-toluenesulfonamide samarium monochloride [Cl-].[Sm+].C(C)C=1C(C2=C(C=CC=C2C1)C1=CC=CC=C1)N(S(=O)(=O)C1=CC=C(C)C=C1)C1C(=CC2=CC=CC(=C12)C1=CC=CC=C1)CC